[Si](C)(C)(C(C)(C)C)C1=CC=C2C=CC3=CC=CC4=CC=C1C2=C34 TBDMS-pyrene